COC1=C(C(=CC=C1)OC)C=1C=C2CCC(C(C2=CC1)NC(O[C@@H]1CN2CCC1CC2)=O)(C)C (S)-quinuclidin-3-yl (6-(2,6-dimethoxyphenyl)-2,2-dimethyl-1,2,3,4-tetrahydronaphthalen-1-yl)carbamate